C12(CC3CC(CC(C1)C3)C2)CCN2[C@@H]([C@H]([C@@H]([C@H](C2)O)O)O)CO (2R,3R,4R,5S)-1-(2-((3R,5R,7R)-adamantan-1-yl)ethyl)-2-(hydroxymethyl)piperidine-3,4,5-triol